4-Nitrophenyl-beta-D-glucuronic acid, sodium salt [Na+].[N+](=O)([O-])C1=CC=C(C=C1)[C@]1(O)[C@H](O)[C@@H](O)[C@H](O)[C@H](O1)C(=O)[O-]